N1NCC12CCCC2C(=O)O diazaspiro[3.4]octane-8-carboxylic acid